ClC=1C=C(C=CC1F)NC(=O)C=1C(=C(N2CCCCC12)C(C(=O)N[C@@H](C)C1=NC(=NO1)C)=O)C (S)-N-(3-chloro-4-fluorophenyl)-2-methyl-3-(2-((1-(3-methyl-1,2,4-oxadiazol-5-yl)ethyl)amino)-2-oxoacetyl)-5,6,7,8-tetrahydroindolizine-1-carboxamide